OC1=C(C=CC(=C1)C(C)C)N1N=C2CCN(CC3C2=C1CCN3C(C3=CN=C(C(=C3)O)C(F)(F)F)=O)C(=O)OCC3=CC=CC=C3 benzyl 2-(2-hydroxy-4-isopropylphenyl)-5-(5-hydroxy-6-(trifluoromethyl)nicotinoyl)-2,3,4,5,5a,6,8,9-octahydro-7H-1,2,5,7-tetraazabenzo[cd]azulene-7-carboxylate